CC=1[C@@H](C2=CC(=CC=C2C1)C)N (1S,2S)-2,6-dimethyl-1-indeneamine